C(C)(=O)OC=1C(C(=O)[O-])=CC=CC1 acetylsalicylic acid anion